((1R,2S)-2-(4-fluorophenyl) cyclopropyl) carbamate C(N)(O[C@H]1[C@@H](C1)C1=CC=C(C=C1)F)=O